6-(4-amino-phenyl)-7-bromo-5-(3-fluoro-4-((4-methylpyrimidin-2-yl)oxy)phenyl)-5H-pyrrolo[3,2-d]pyrimidin-4-amine NC1=CC=C(C=C1)C1=C(C=2N=CN=C(C2N1C1=CC(=C(C=C1)OC1=NC=CC(=N1)C)F)N)Br